(4-(9,9-dimethyl-9H-fluoren-2-yl)phenyl)boronic acid CC1(C2=CC=CC=C2C=2C=CC(=CC12)C1=CC=C(C=C1)B(O)O)C